ClC1=CC=C(C=C1)NC(C1=CC=C(C=C1)C=O)=O N-(4-chlorophenyl)-4-formylbenzamide